hexanediol bis(chloroformate) ClC(=O)OC(CCCCC)OC(=O)Cl